5-(3-fluoro-1H-pyrazol-4-yl)-2-[6-(6-methyl-2,6-diazaspiro[3.3]hept-2-yl)[1,3]thiazolo[4,5-c]pyridazin-3-yl]phenol FC1=NNC=C1C=1C=CC(=C(C1)O)C1=CC2=C(N=N1)N=C(S2)N2CC1(C2)CN(C1)C